tert-butyl 2-[7-[4-fluoro-2-(2-methoxyethoxy) phenyl]-4-(trifluoromethylsulfonyloxy) thieno[3,2-c]pyridin-6-yl]-6,7-dihydro-4H-pyrazolo[1,5-a]pyrazine-5-carboxylate FC1=CC(=C(C=C1)C=1C2=C(C(=NC1C1=NN3C(CN(CC3)C(=O)OC(C)(C)C)=C1)OS(=O)(=O)C(F)(F)F)C=CS2)OCCOC